[Si](C)(C)(C(C)(C)C)OCCC(C(F)F)NC1=C(C=NC(=C1)Cl)C1=NC=CC=C1 N-(4-((tert-butyldimethylsilyl)oxy)-1,1-difluorobutan-2-yl)-6'-chloro-(2,3'-bipyridine)-4'-amine